4-((S)-1-((R)-1-((1-(3,5-difluorobenzyl)-2-(fluoromethyl)-1H-imidazol-4-yl)amino)-1-oxopropan-2-yl)-4,4-difluoropiperidin-3-yl)pyridine 1-oxide FC=1C=C(CN2C(=NC(=C2)NC([C@@H](C)N2C[C@@H](C(CC2)(F)F)C2=CC=[N+](C=C2)[O-])=O)CF)C=C(C1)F